Benzyl (4-Methoxy-2-methylphenyl)(3-methyl-2-oxo-1-(tetrahydro-2H-pyran-4-yl)-2,3-dihydro-1H-imidazo[4,5-c]pyridin-6-yl)carbamate COC1=CC(=C(C=C1)N(C(OCC1=CC=CC=C1)=O)C1=CC2=C(C=N1)N(C(N2C2CCOCC2)=O)C)C